2,3,4,7,8,9,10,11,12,13,14,15,16,17-tetradecahydro-1H-cyclopenta[a]phenanthrene C1CCCC2=CCC3C4CCCC4CCC3C12